4-hydroxy-2,3,5,6-tetrafluorobenzoic acid OC1=C(C(=C(C(=O)O)C(=C1F)F)F)F